1-[4-(2,3-dimethylphenyl)piperazin-1-yl]-2-[5-(difluoromethyl)-3-[(3R,4S)-3-fluoro-4-hydroxy-piperidine-1-carbonyl]-5,6-dihydro-4H-cyclopenta[c]pyrazol-1-yl]ethanone CC1=C(C=CC=C1C)N1CCN(CC1)C(CN1N=C(C2=C1CC(C2)C(F)F)C(=O)N2C[C@H]([C@H](CC2)O)F)=O